(S)-1-phenylpropan-2-ol C1(=CC=CC=C1)C[C@H](C)O